bis(3,5-dimethyl-4-cyanatophenyl)methane CC=1C=C(C=C(C1OC#N)C)CC1=CC(=C(C(=C1)C)OC#N)C